tert-butyl 4-(4-(benzyloxy) phenyl)-1,4-diazepane-1-carboxylate C(C1=CC=CC=C1)OC1=CC=C(C=C1)N1CCN(CCC1)C(=O)OC(C)(C)C